1-methylimidazole-2-amidol CN1C(=NC=C1)N